(R)-2-amino-1-(3-hydroxy-2,6-dimethylphenyl)-5-methyl-6-((1-methylpyrrolidin-2-yl)methoxy)-1H-pyrrolo[2,3-b]pyridine-3-carboxamide NC1=C(C=2C(=NC(=C(C2)C)OC[C@@H]2N(CCC2)C)N1C1=C(C(=CC=C1C)O)C)C(=O)N